methyl 2-(bromomethyl)-6-cyanobenzoate BrCC1=C(C(=O)OC)C(=CC=C1)C#N